ClC=1C(=C(C(=CC1)N1N=NN=C1)C=CC(=O)N1C(C2=CC=CC(=C2CC1)N1C(CN(CC1)C)=O)C(=O)NC1=CC=C(C=C1)OC(F)F)F 2-(3-(3-chloro-2-fluoro-6-(1H-tetrazol-1-yl)phenyl)acryloyl)-N-(4-difluoromethoxyphenyl)-5-(4-methyl-2-oxopiperazin-1-yl)-1,2,3,4-tetrahydroisoquinoline-1-carboxamide